2-[2-(acryloyloxy)ethyloxy]ethyl isocyanate C(C=C)(=O)OCCOCCN=C=O